tert-butyl 5-((1-(phenylsulfonyl)-1H-indol-3-yl)methylamino)pentylcarbamate C1(=CC=CC=C1)S(=O)(=O)N1C=C(C2=CC=CC=C12)CNCCCCCNC(OC(C)(C)C)=O